FC=1C=C(C(=O)O)C=CC1OC1=CC=C(C=C1)C(F)(F)F 3-fluoro-4-(4-(trifluoromethyl)phenoxy)benzoic acid